N-[1-benzyl-4-(5-chloro-2-pyridinyl)-4-piperidinyl]-6-isopropoxy-pyridine-3-sulfonamide C(C1=CC=CC=C1)N1CCC(CC1)(C1=NC=C(C=C1)Cl)NS(=O)(=O)C=1C=NC(=CC1)OC(C)C